tert-butyl 4-(3-amino-2-morpholino-7-oxo-5H-pyrrolo[3,4-b]pyridin-6-yl)piperidine-1-carboxylate NC=1C=C2C(=NC1N1CCOCC1)C(N(C2)C2CCN(CC2)C(=O)OC(C)(C)C)=O